Pyridineformyl-iridium (III) N1=C(C=CC=C1)C(=O)[Ir+2]